8-bromo-1-ethyl-7-fluoro-4,4,9-trimethyl-4,5-dihydro-[1,2,4]triazolo[4,3-a]quinoxaline BrC1=C(C=C2NC(C=3N(C2=C1C)C(=NN3)CC)(C)C)F